4-AMINO-5-(6-(4-METHYLPIPERAZIN-1-YL)-1H-BENZO[D]IMIDAZOL-2-YL)THIENO[2,3-B]PYRIDIN-6(7H)-ONE NC=1C2=C(NC(C1C1=NC3=C(N1)C=C(C=C3)N3CCN(CC3)C)=O)SC=C2